tert-Butyl (2S)-4-(3-hydroxy-4-nitrophenyl)-2-methyl-3,6-dihydro-2H-pyridine-1-carboxylate OC=1C=C(C=CC1[N+](=O)[O-])C=1C[C@@H](N(CC1)C(=O)OC(C)(C)C)C